NC1=NC2=C(N1)C=C(C=C2)C=2C=C1C(N(C=NC1=CC2)CCN2CCOCC2)=O 6-(2-amino-1H-benzo[d]imidazol-6-yl)-3-(2-morpholinoethyl)quinazolin-4(3H)-one